methyl 3-(3-amino-5-(1-methyl-4-(methyl-d3)-1H-1,2,3-triazol-5-yl) pyridin-2-yl)-4-iodo-1-(methyl-d3)-1H-pyrazole-5-carboxylate NC=1C(=NC=C(C1)C1=C(N=NN1C)C([2H])([2H])[2H])C1=NN(C(=C1I)C(=O)OC)C([2H])([2H])[2H]